3-cyclopropyl-N-[3-(difluoromethoxy)-4-formylphenyl]-1-(2,2,2-trifluoroethyl)-1H-pyrazole-4-carboxamide C1(CC1)C1=NN(C=C1C(=O)NC1=CC(=C(C=C1)C=O)OC(F)F)CC(F)(F)F